4-azido-2-(methylthio)pyrimidine-5-carbaldehyde N(=[N+]=[N-])C1=NC(=NC=C1C=O)SC